sodium acryloyldimethyltaurinate C(C=C)(=O)C(N(C)C)CS(=O)(=O)[O-].[Na+]